C(C)(C)(C)OC(=O)N1[C@@H](CC(C1)N1CCC2=CC(=CC=C12)C)C(=O)O (2S)-1-tert-butoxycarbonyl-4-(5-methylindolin-1-yl)pyrrolidine-2-carboxylic acid